FC1=NC=CC=C1OC1=CC(=NC=C1)C(=O)N[C@@H]1C(N(C2=C(OC1)C=CC(=C2)C#CC2CCOCC2)C)=O (S)-4-((2-fluoropyridin-3-yl)oxy)-N-(5-methyl-4-oxo-7-((tetrahydro-2H-pyran-4-yl)ethynyl)-2,3,4,5-tetrahydrobenzo[b][1,4]oxazepin-3-yl)pyridineamide